C(#N)C=1C(=C(C=CC1)C=1C2=C(C(=NC1)C(=O)O)OCCO2)C 8-(3-cyano-2-methylphenyl)-2,3-dihydro-[1,4]dioxino[2,3-c]pyridine-5-carboxylic acid